3-(4-(3,4-difluoro-2-(trifluoromethyl)phenyl)piperidine-1-carbonyl)-1,4,6,7-tetrahydro-5H-pyrazolo[4,3-c]pyridine-5-carbonitrile FC=1C(=C(C=CC1F)C1CCN(CC1)C(=O)C1=NNC2=C1CN(CC2)C#N)C(F)(F)F